FC=1C=2N(C=C(C1)NC(=O)C1=CC=C(C3=CN(N=C13)C1CC3(COC3)C1)N1CCN(CC1)C(=O)OC(C)(C)C)C=C(N2)C tert-butyl 4-[7-({8-fluoro-2-methylimidazo[1,2-a]pyridin-6-yl}carbamoyl)-2-{2-oxaspiro[3.3]heptan-6-yl}indazol-4-yl]piperazine-1-carboxylate